3-{2-[(Diphenylmethylene)amino]pyridin-3-yl}propan-1-ol C1(=CC=CC=C1)C(C1=CC=CC=C1)=NC1=NC=CC=C1CCCO